(S)-tert-Butyl 2-((2-(5-cyanopyrazin-2-ylamino)-5-(trifluoromethyl)pyridin-4-ylamino)methyl)morpholine-4-carboxylate C(#N)C=1N=CC(=NC1)NC1=NC=C(C(=C1)NC[C@H]1CN(CCO1)C(=O)OC(C)(C)C)C(F)(F)F